6-bromo-5-hydroxy-2,3-dihydro-1H-indene-4-carbaldehyde BrC=1C(=C(C=2CCCC2C1)C=O)O